7-((1-(tert-butyl)-3-((1S,3R)-3-hydroxycyclopentyl)-1H-pyrazol-5-yl)amino)-2-(4-methoxybenzyl)-3,4-dihydro-2H-benzo[b][1,4,5]oxathiazepine C(C)(C)(C)N1N=C(C=C1NC=1C=CC2=C(OCCN(S2)CC2=CC=C(C=C2)OC)C1)[C@@H]1C[C@@H](CC1)O